3-((4-(bis(t-butoxycarbonyl)amino)-1-(2-((t-butoxycarbonyl)oxy)-2-methylpropyl)-2-(ethoxymethyl)-1H-imidazo[4,5-c]quinolin-7-yl)methyl)benzoic acid C(C)(C)(C)OC(=O)N(C1=NC=2C=C(C=CC2C2=C1N=C(N2CC(C)(C)OC(=O)OC(C)(C)C)COCC)CC=2C=C(C(=O)O)C=CC2)C(=O)OC(C)(C)C